(R)-N-(4,4-difluoro-1-methylpyrrolidin-3-yl)-5-(4-fluoro-1-(2-fluoroethyl)-2-methyl-1H-benzo[d]imidazol-6-yl)-4-methoxypyrrolo[2,1-f][1,2,4]triazin-2-amine FC1([C@@H](CN(C1)C)NC1=NN2C(C(=N1)OC)=C(C=C2)C=2C=C(C1=C(N(C(=N1)C)CCF)C2)F)F